O=C1NC(CCC1N1C(C2=C(C=C(C=C2C1)N1CCN(CC1)CC1CCN(CC1)C1=CC=C(C=C1)C1CCN(CC1)C=1C=CC(=C2C(=NNC12)C#N)C)OC)=O)=O 7-(4-{4-[4-({4-[2-(2,6-Dioxopiperidin-3-yl)-7-methoxy-1-oxo-2,3-dihydro-1H-isoindol-5-yl]piperazin-1-yl}methyl)piperidin-1-yl]phenyl}piperidin-1-yl)-4-methyl-1H-indazole-3-carbonitrile